2-(4-tert-butyl-2-methyl-phenyl)-4-oxo-1H-1,6-naphthyridine-5-carbothioamide C(C)(C)(C)C1=CC(=C(C=C1)C=1NC=2C=CN=C(C2C(C1)=O)C(N)=S)C